methyl (1R,3S,4aR,4bS,6R,8S,8aR,10aR)-3-acetoxy-6-(furan-3-yl)-8-hydroxy-10a-methyl-4-oxotetradecahydrophenanthrene-1-carboxylate C(C)(=O)O[C@H]1C[C@H]([C@@]2(CC[C@H]3[C@H](C[C@@H](C[C@@H]3[C@H]2C1=O)C1=COC=C1)O)C)C(=O)OC